(4-(Di-t-Butylfluorosilyl)phenyl)methanol methyl-6-(benzyloxy)-2-methyl-9-phenoxy-[1,2,4]triazolo[5,1-a]isoquinoline-5-carboxylate CC1=C2C(=C(N3C(C2=CC(=C1)OC1=CC=CC=C1)=NC(=N3)C)C(=O)OCC3=CC=C(C=C3)[Si](F)(C(C)(C)C)C(C)(C)C)OCC3=CC=CC=C3